(R)-4-(8-phenyl-7,8-dihydro-6H-pyrrolo[2',1':2,3]imidazo[4,5-b]pyridin-2-yl)-1-((tetrahydro-2H-pyran-4-yl)methyl)pyridin-2(1H)-one C1(=CC=CC=C1)[C@H]1CCC2=NC=3C(=NC(=CC3)C3=CC(N(C=C3)CC3CCOCC3)=O)N21